ClC1=CC(=C(COC2CNC2)C=C1)C(F)(F)F 3-((4-Chloro-2-(trifluoromethyl)benzyl)oxy)azetidine